N-(((2R,3R,4R,5S)-3,4-dihydroxy-5-((6-(trifluoromethyl)pyrazin-2-yl)amino)tetrahydro-2H-pyran-2-yl)methyl)bicyclo[1.1.1]pentane-1-carboxamide O[C@H]1[C@H](OC[C@@H]([C@H]1O)NC1=NC(=CN=C1)C(F)(F)F)CNC(=O)C12CC(C1)C2